OC1=C(C(N(C=C1)C)=O)NC(N[C@@H](CC(=O)OCC)C=1C=C(C=CC1OC)C1=CC=CC=C1)=O ethyl (S)-3-(3-(4-hydroxy-1-methyl-2-oxo-1,2-dihydropyridin-3-yl)ureido)-3-(4-methoxy biphenyl-3-yl)propanoate